C(C)(C)(C)OC(=O)N1C[C@H](CC1)C(NC1=CC(=C(C(=C1)F)F)F)=O.[N+](=O)([O-])C=1C=C(C=CC1NCC1CCOCC1)S(=O)(=O)N 3-nitro-4-(((tetrahydro-2H-pyran-4-yl)methyl)amino)benzenesulfonamide tert-Butyl-(3S)-3-[(3,4,5-trifluorophenyl)carbamoyl]pyrrolidine-1-carboxylate